dicyclohexyl-({2-[2,4,6-tris(prop-2-yl)phenyl]phenyl})phosphane methyl-3-amino-5-bromo-4-methylthiophene-2-carboxylate COC(=O)C=1SC(=C(C1N)C)Br.C1(CCCCC1)P(C1=C(C=CC=C1)C1=C(C=C(C=C1C(C)C)C(C)C)C(C)C)C1CCCCC1